tert-butyl (S)-2-(aminooxy)-3-(4-bromophenoxy)-2-methylpropionate NO[C@](C(=O)OC(C)(C)C)(COC1=CC=C(C=C1)Br)C